2-(4,7,10-tris(2-tert-butoxy-2-oxoethyl)-1,4,7,10-tetraazacyclododecan-1-yl)acetic acid C(C)(C)(C)OC(CN1CCN(CCN(CCN(CC1)CC(OC(C)(C)C)=O)CC(OC(C)(C)C)=O)CC(=O)O)=O